O=C[C@H](O)[C@@H](O)[C@H](O)[C@H](O)CO D(-)-glucose